FC(C1=CC(=C(C(=O)O)C(=C1)[2H])F)F 4-(difluoromethyl)-2-fluorobenzoic acid-6-d